C(CCCC1OC(OC1)=O)C1OC(OC1)=O 4,4'-(1,4-butanediyl)bis(1,3-dioxolan-2-one)